2-Acrylamido-2-methyl-propanesulfonic acid C(C=C)(=O)NC(CS(=O)(=O)O)(C)C